CC12C(C(C(CC1)C2(C)C)=CC2=CC=C(C=C2)C)=O (+/-)-1,7,7-trimethyl-3-[(4-methylphenyl)methylene]bicyclo-[2.2.1]heptan-2-one